4-ethyl-1-methylpiperazine-2-carboxylic acid C(C)N1CC(N(CC1)C)C(=O)O